2-(4-(trifluoromethyl)thiazol-2-yl)propan-2-amine FC(C=1N=C(SC1)C(C)(C)N)(F)F